N=1N=CN(C1)C1=CC(=C2C=NNC2=C1)OCCOCCCCNCC=1C=C(C(=O)N)C=C(C1)OC(F)(F)F 3-(((4-(2-((6-(4H-1,2,4-triazol-4-yl)-1H-indazol-4-yl)oxy)ethoxy)butyl)amino)methyl)-5-(trifluoromethoxy)benzamide